C(=CCCCCCCCCCCCCCCCC)N(CCO)CCO N-octadecenyl-diethanolamine